FC(C=1C=C(C=CC1)S(=O)(=O)N1C2=C(SCC1)C=CN=C2)(F)F 4-((3-(Trifluoromethyl)phenyl)sulfonyl)-3,4-dihydro-2H-pyrido[4,3-b][1,4]thiazine